NC1=CC=C(C(=C1C(=O)N(C)CCO[Si](C)(C)C(C)(C)C)F)B1OC(C(O1)(C)C)(C)C 6-amino-N-(2-((tert-butyldimethylsilyl)oxy)ethyl)-2-fluoro-N-methyl-3-(4,4,5,5-tetramethyl-1,3,2-dioxaborolan-2-yl)benzamide